O=C1NN=CC2=C(C=CC=C12)N1N=CC(=C1C(F)(F)F)C(=O)O 1-(1-oxo-1,2-dihydro-phthalazin-5-yl)-5-(trifluoromethyl)-1H-pyrazole-4-carboxylic acid